C(C)C=1N=C2C(=CC=NC2=CC1OC)OC1=C(C=C(C=C1)NC(=O)C1=CN(C(=C(C1=O)C1=CC=C(C=C1)F)C)C(C)C)F N-[4-[(6-ethyl-7-methoxy-1,5-naphthyridin-4-yl)oxy]-3-fluorophenyl]-5-(4-fluorophenyl)-6-methyl-4-oxo-1-propan-2-ylpyridine-3-carboxamide